4-[2-(5-Fluoro-2-pyridyl)-5,6-dihydro-4H-pyrrolo[1,2-b]pyrazol-3-yl]-6-methyl-1H-pyrazolo[3,4-b]pyridine FC=1C=CC(=NC1)C=1C(=C2N(N1)CCC2)C2=C1C(=NC(=C2)C)NN=C1